NC1=NN2C(C=C(C=C2)B(O)O)=N1 (2-amino-[1,2,4]triazolo[1,5-a]pyridin-7-yl)boronic acid